pentylenediamine isophthalic acid salt C(C1=CC(C(=O)O)=CC=C1)(=O)O.C(CCCCN)N